C1(CCCCC1)C=1OC(=CN1)[C@H]1[C@@H](C1)C1=CC=C(C=C1)S(=O)(=O)N 4-[(1R,2R)-2-(2-cyclohexyl-1,3-oxazol-5-yl)cyclopropyl]benzenesulfonamide